F[C@@H]1[C@@H](C1)NC(=O)C=1C=NN2C1N=C(C=C2NC([2H])([2H])[2H])NC=2C(=NC=CC2)OC N-((1R,2S)-2-fluorocyclopropyl)-5-((2-methoxypyridin-3-yl)amino)-7-((methyl-d3)amino)pyrazolo[1,5-a]pyrimidine-3-carboxamide